6-chloro-4-(trifluoromethyl)pyridine-3-carbonitrile ClC1=CC(=C(C=N1)C#N)C(F)(F)F